NC=1C=CC=C2CCCN(C12)C(CC)=O 1-(8-amino-3,4-dihydroquinolin-1(2H)-yl)propan-1-one